O=C(CCCCCCC(=O)NC1=CC=NC=C1)C 8-oxo-N-pyridin-4-ylnonanamide